C(C)OC1=CC=C(C(=C(C(=O)O)C)N=CC2=CC=CC=C2)C=C1 p-ethoxy-benzalamino-α-methyl-cinnamic acid